[Sn].[Ge] Germanium-tin